ethylenebis(monobromophthalimide) C(CC1=C2C(C(=O)NC2=O)=CC=C1Br)C1=C2C(C(=O)NC2=O)=CC=C1Br